C1(=CC=CC=C1)C=1N=C(SC1)NC=1C=C(C(=O)O)C=CC1 3-[(4-phenylthiazol-2-yl)amino]benzoic acid